C(C1=CC=CC=C1)(=O)C1=COCN(O1)CC(C)C (2S,5R,Z)-5-benzoyl-N-isobutyl-3,6-dioxazine